p-(3,4-epoxybutyl)-styrene C(CC1CO1)C1=CC=C(C=C)C=C1